CN([C@@H]1[C@H]([C@@H](O[C@@H](C1)C)OC1OC(C(C(C(CC(CC(CN(C1)CCC)C)(C)OC)C)=O)(C)C)=O)O)C (((2S,3R,4S,6R)-4-(dimethylamino)-3-hydroxy-6-methyltetrahydro-2H-pyran-2-yl)oxy)-8-methoxy-6,8,10,12,12-pentamethyl-4-propyl-1-oxa-4-azacyclotridecane-11,13-dione